(3-methyl-3,8-diazabicyclo[3.2.1]octan-8-yl)(3-(thieno[2,3-c]pyridin-2-yl)-1H-pyrrolo[2,3-b]pyridin-5-yl)methanone CN1CC2CCC(C1)N2C(=O)C=2C=C1C(=NC2)NC=C1C1=CC=2C(=CN=CC2)S1